C12(CCCCC1)OC1=CC=C(C=C1CC2)CC(=O)O 2-(spiro[chroman-2,1'-cyclohexane]-6-yl)acetic acid